O1C2=C(OCC1)C=C(C=C2)C(CCC(=O)C2=NC=CC=N2)=O 1-(2,3-Dihydrobenzo[b][1,4]dioxin-6-yl)-4-(pyrimidin-2-yl)butane-1,4-dione